7-bromo-4-(4-phenyl-1-(tetrahydro-2H-pyran-2-yl)-1H-pyrazol-5-yl)quinazoline BrC1=CC=C2C(=NC=NC2=C1)C1=C(C=NN1C1OCCCC1)C1=CC=CC=C1